Cl.CC=1N=C2N(C=C(C=N2)NC(=O)N2CCC=3C2=NC=CC3N3CCNC2(CC2)C3)C1 N-(2-methylimidazo[1,2-a]pyrimidin-6-yl)-4-(4,7-diazaspiro[2.5]octan-7-yl)-2,3-dihydro-1H-pyrrolo[2,3-b]pyridine-1-carboxamide hydrochloride